(1R,3r,5S)-8-((4-(difluoromethoxy)phenyl)sulfonyl)-3-(morpholinomethyl)-8-azabicyclo[3.2.1]octan-3-ol FC(OC1=CC=C(C=C1)S(=O)(=O)N1[C@H]2CC(C[C@@H]1CC2)(O)CN2CCOCC2)F